C(#N)C=1C(=C(CNC(CN2N=C(C3=CC=CC=C23)C(=O)N)=O)C=CC1)F (2-((3-cyano-2-fluorobenzyl)amino)-2-oxoethyl)-1H-indazole-3-carboxamide